fluoro-5-(2-methyl-1-(4-methyl-4H-1,2,4-triazol-3-yl)propan-2-yl)aniline FNC1=CC=CC(=C1)C(CC1=NN=CN1C)(C)C